6-(isoquinolin-4-yl)-1,2,3,4-tetrahydrocyclopenta[b]indole C1=NC=C(C2=CC=CC=C12)C=1C=CC=2C3=C(NC2C1)CCC3